1-(4-(4-(2,6-difluorobenzyl)-5-oxo-4,5-dihydro-1H-1,2,4-triazol-1-yl)-2-fluorobenzyl)-2-methyl-1H-imidazole-4-carboxamide FC1=C(CN2C=NN(C2=O)C2=CC(=C(CN3C(=NC(=C3)C(=O)N)C)C=C2)F)C(=CC=C1)F